C(C)(C)(C)OC(NC=1C=C(C2=C(N(CCO2)CC2=CC=CC=C2)C1)O)=O.NCCCC=C(C(=O)N)C 3-aminopropyl-methacrylamide tert-butyl-N-(4-benzyl-8-hydroxy-2,3-dihydro-1,4-benzoxazin-6-yl)carbamate